COC(C1=CC=C(C(=O)NC2=NC(=CC=C2)C(=O)C2CCN(CC2)C)C=C1)=O N-[6-(1-Methyl-piperidine-4-carbonyl)-pyridin-2-yl]-terephthalamic acid methyl ester